8-Acetyl-2-indan-2-yl-3,6-dimethyl-chromen-4-one C(C)(=O)C=1C=C(C=C2C(C(=C(OC12)C1CC2=CC=CC=C2C1)C)=O)C